ClC1=C(C(=O)OC)C=C(C=N1)NC1=NC=CC2=CC(=CC=C12)OCC1(COC1)C methyl 2-chloro-5-((6-((3-methyloxetan-3-yl)methoxy)isoquinolin-1-yl)amino)nicotinate